4-(3-((((1R,3R)-3-aminocyclohexyl)methyl)amino)-1-(2-methyl-2H-indazol-5-yl)-1H-pyrazol-5-yl)-2-fluorobenzonitrile N[C@H]1C[C@@H](CCC1)CNC1=NN(C(=C1)C1=CC(=C(C#N)C=C1)F)C1=CC2=CN(N=C2C=C1)C